(4-Aminophenyl)(6-fluoroimidazo[1,2-a]pyridin-3-yl)methanone NC1=CC=C(C=C1)C(=O)C1=CN=C2N1C=C(C=C2)F